trimethyl-1,6-diisocyanatohexane CC(C(N=C=O)(C)C)CCCCN=C=O